BrC1=CC=C(C=C1)C=1N=C(SC1)N1C(=NC2=CC(=CC=C2C1=O)F)C(C1=CC=CC=C1)(F)F 3-(4-(4-Bromophenyl)thiazol-2-yl)-2-(difluoro(phenyl)methyl)-7-fluoroquinazolin-4(3H)-one